C(CCC)N1[C@@H]2CCC3=C([C@H]2C=2C=CC(=CC2C1)O)C=C(C(=C3)O)O (6aR,12bS)-(+)-N-butyl-3,10,11-trihydroxy-5,6,6a,7,8,12b-hexahydrobenzo[a]phenanthridine